[2-(trifluoromethyl)-4-pyridyl]cyclopropanecarbonitrile FC(C1=NC=CC(=C1)C1(CC1)C#N)(F)F